9,9'-spirobifluorene-2-amine C1=C(C=CC=2C3=CC=CC=C3C3(C12)C1=CC=CC=C1C=1C=CC=CC13)N